ClC1=CC=C(C(=N1)C=1C=NN(C1C)C)NC(CO)C=1C=2C3=C(N(C(C2C=C(C1)C)=O)C)N(N=C3)CC 9-(1-((6-chloro-2-(1,5-dimethyl-1H-pyrazol-4-yl)pyridin-3-yl)amino)-2-hydroxyethyl)-3-ethyl-4,7-dimethyl-3,4-dihydro-5H-pyrazolo[3,4-c]isoquinolin-5-one